Cl.NCC1CCC(CC1)NC=1C=C(C=CC1)C1C(NC(CC1)=O)=O 3-(3-(((1r,4r)-4-(aminomethyl)cyclohexyl)amino)phenyl)piperidine-2,6-dione hydrochloride